6-(2,4-xylyl)-2-[(4-fluoro-2-pyridinyl)oxymethyl]imidazo[1,2-a]pyrimidine C1(=C(C=C(C=C1)C)C)C=1C=NC=2N(C1)C=C(N2)COC2=NC=CC(=C2)F